3-hydroxy-3,4-dimethylpentanal OC(CC=O)(C(C)C)C